1-phenylpropa-2-en-1-one C1(=CC=CC=C1)C(C=C)=O